ClC=1C=C2C=C(NC2=CC1OCC1=NOC(=C1)C)CNC(C)=O N-((5-chloro-6-((5-methylisoxazol-3-yl)methoxy)-1H-indol-2-yl)methyl)acetamide